phosphine (phosphate) salt P(=O)(O)(O)O.P